4-(4-(bis(4-fluorophenyl)methyl)piperazin-1-yl)-6-chloro-1-methyl-2-oxo-1,2-dihydro-1,5-naphthyridine FC1=CC=C(C=C1)C(N1CCN(CC1)C1=CC(N(C2=CC=C(N=C12)Cl)C)=O)C1=CC=C(C=C1)F